FC(C1=CC=2OC[C@@H]3N(C2N=C1)CCNC3)(F)F (R)-3-(trifluoromethyl)-6a,7,9,10-tetrahydropyrazino[1,2-d]pyrido[3,2-b][1,4]oxazin